CC=1C(=C2C=NN(C2=CC1)C1OCCCC1)NC(=O)C1=CN=C(S1)NC=1C=C(C(=O)O)C=CC1 3-((5-((5-Methyl-1-(tetrahydro-2H-pyran-2-yl)-1H-indazol-4-yl)carbamoyl)thiazol-2-yl)amino)benzoic acid